tert-butyl 3-{2-[2-(trifluoromethyl)pyridin-3-yl]propyl}piperidine-1-carboxylate FC(C1=NC=CC=C1C(CC1CN(CCC1)C(=O)OC(C)(C)C)C)(F)F